C(CCCCCCC\C=C/C[C@H](O)CCCCCC)(=O)[O-].C(CCCCCCC\C=C/C[C@H](O)CCCCCC)(=O)[O-].C(CCCCCCC)[Sn+2]CCCCCCCC dioctyltin diricinoleate